menthane-7-ol C1(CCC(CC1)C(C)C)CO